4-bromo-5,5-dimethyl-3-(methylthio)-4,5-dihydroisoxazole BrC1C(=NOC1(C)C)SC